tert-Butyl 7-acetamido-3,4-dihydroisoquinoline-2(1H)-carboxylate C(C)(=O)NC1=CC=C2CCN(CC2=C1)C(=O)OC(C)(C)C